COC(=O)C1=CC=C(C=C1)[C@H]1N[C@H](CC2=C1NC1=CC=CC=C21)C(=O)OCC2=CC=CC=C2 benzyl (1R,3R)-1-(4-(methoxycarbonyl) phenyl)-2,3,4,9-tetrahydro-1H-pyrido[3,4-b]indole-3-carboxylate